S1C=CC2=C1C=CC(=C2)N(C(OC(C)(C)C)=O)C tert-butyl (benzothien-5-yl)-methylcarbamate